2-{6-Cyclopropyl-4-[4-fluoro-2-(4-methyl-1,2,4-triazol-3-yl)phenyl]pyridin-2-yl}-4-fluoro-6-(hydroxymethyl)-3H-isoindol-1-one C1(CC1)C1=CC(=CC(=N1)N1C(C2=CC(=CC(=C2C1)F)CO)=O)C1=C(C=C(C=C1)F)C1=NN=CN1C